2-hydroxypropyl-trihydroxysilane OC(C[Si](O)(O)O)C